C(C)(=O)O.C1NCC12NC(OC2)=O 7-oxa-2,5-diazaspiro[3.4]octan-6-one acetate